[Si](C1=CC=CC=C1)(C1=CC=CC=C1)(C(C)(C)C)OC[C@@H]1CO[C@@H](CN1C(=O)OC(C)(C)C)C(NC(C)(C)C1=NC=C(C2=C(C=CC=C12)Cl)C)=O tert-butyl (2S,5S)-5-(((tert-butyldiphenylsilyl)oxy)methyl)-2-((2-(5-chloro-4-methylisoquinolin-1-yl)propan-2-yl)carbamoyl)morpholine-4-carboxylate